2-(5-(difluoromethyl)pyrazine-2-carboxamido)-3-(4-(3-(5,6,7,8-tetrahydro-1,8-naphthyridin-2-yl)propoxy)phenyl)propanoic acid FC(C=1N=CC(=NC1)C(=O)NC(C(=O)O)CC1=CC=C(C=C1)OCCCC1=NC=2NCCCC2C=C1)F